NC=1SC(=CN1)C=1C=C2C(=CN=NC2=CC1)O 6-(2-amino-1,3-thiazol-5-yl)cinnolin-4-ol